C1(CC2C(CC1)O2)OCC[Si](OCC)(OCC)OCC 2-(3,4-epoxycyclohexyloxy)ethyltriethoxysilane